C[Si](C1=CC=CC=C1)(C)CC(CC(=O)NC=1C=CC=C2C=CC=NC12)CC 3-{[Dimethyl(phenyl)silyl]methyl}-N-(quinolin-8-yl)pentanamide